2-chloro-4-isothiocyanato-1-(trifluoromethoxy)benzene ClC1=C(C=CC(=C1)N=C=S)OC(F)(F)F